6-bromo-2-({[tert-butyl(dimethyl)silyl]oxy}methyl)-4-fluoro-1-(2-fluoro-2-methylpropyl)-1H-benzimidazole BrC=1C=C(C2=C(N(C(=N2)CO[Si](C)(C)C(C)(C)C)CC(C)(C)F)C1)F